C(CO)(=O)[O-].[K+] potassium glycolic acid salt